(3S)-3-(3-fluoro-4-methoxyphenyl)-3-(4-(2-(1,2,3,4-tetrahydro-1,8-naphthyridin-2-yl)ethyl)-1H-pyrrole-2-carboxamido)propionic acid FC=1C=C(C=CC1OC)[C@H](CC(=O)O)NC(=O)C=1NC=C(C1)CCC1NC2=NC=CC=C2CC1